5-(methoxy-d3)-4-(((7S)-7-(4-(methoxycarbonyl)phenyl)-1-oxa-8-azaspiro[4.5]dec-8-yl)methyl)-7-Methyl-1H-indole-1-carboxylic acid tert-butyl ester C(C)(C)(C)OC(=O)N1C=CC2=C(C(=CC(=C12)C)OC([2H])([2H])[2H])CN1[C@@H](CC2(CCCO2)CC1)C1=CC=C(C=C1)C(=O)OC